methyl-bis(4-bromo-2,6-di-t-butylphenoxy)methylaluminum C[Al]C(OC1=C(C=C(C=C1C(C)(C)C)Br)C(C)(C)C)OC1=C(C=C(C=C1C(C)(C)C)Br)C(C)(C)C